eicosyl-trimethyl-ammonium chloride [Cl-].C(CCCCCCCCCCCCCCCCCCC)[N+](C)(C)C